C(C)(C)(C)OC(N[C@H](COC1=C(C(=CC(=C1)C)Br)Cl)CCC(=O)N)=O (S)-(5-amino-1-(3-bromo-2-chloro-5-methylphenoxy)-5-oxopent-2-yl)carbamic acid tert-butyl ester